CN1C(=NC2=NC=C(C(=C21)C#N)OC=2C=C1C(=NC2)NC(=C1)C)NC=1C(N(C=C(C1)C(F)(F)F)C)=O 1-methyl-6-((2-methyl-1H-pyrrolo[2,3-b]pyridin-5-yl)oxy)-2-((1-methyl-2-oxo-5-(trifluoromethyl)-1,2-dihydropyridin-3-yl)amino)-1H-imidazo[4,5-b]pyridine-7-carbonitrile